dihydroxyethylamino-propyl-hydroxyethyl-hexadecylamine OC(CNC(CCCCCCCCCCCCCCC)N(CCO)CCC)O